NC1=NC=CC(=C1Cl)SC=1C=2N(C(=NC1C)N1CCC3(CCC[C@H]3N)CC1)C=CN2 (R)-8-(8-((2-amino-3-chloropyridin-4-yl)thio)-7-methylimidazo[1,2-c]pyrimidin-5-yl)-8-azaspiro[4.5]decan-1-amine